C(C)(C)(C)OC(NC1CC(=CCC1)C1=C2C=C(NC2=C(C=C1F)C(N)=O)C)=O (3-(7-carbamoyl-5-fluoro-2-methyl-1H-indol-4-yl)cyclohex-3-en-1-yl)carbamic acid tert-butyl ester